(2-aminobenzo[d]thiazol-6-yl)-1-[3-(4-morpholinyl)propyl]-3-(4-chlorophenyl)urea NC=1SC2=C(N1)C=CC(=C2)N(C(=O)NC2=CC=C(C=C2)Cl)CCCN2CCOCC2